1-(2,2-difluoroethyl)-6-(4-(((2-(trifluoromethyl)pyridin-4-yl)oxy)methyl)piperidin-1-yl)-1H-pyrazolo[3,4-b]pyrazine FC(CN1N=CC=2C1=NC(=CN2)N2CCC(CC2)COC2=CC(=NC=C2)C(F)(F)F)F